6-((1'-(2,6-dioxopiperidin-3-yl)-2'-oxospiro[indoline-3,3'-azetidine]-1-yl) methyl)-2-azaspiro[3.3]heptane-2-carboxylate O=C1NC(CCC1N1C(C2(C1)CN(C1=CC=CC=C12)CC1CC2(CN(C2)C(=O)[O-])C1)=O)=O